(3S)-3-aminobutan-1-ol N[C@H](CCO)C